C(C)(C)(C)N=P(N(C)C)(N(C)C)N(C)C Tert-Butyl-imino-tris(dimethylamino)phosphorane